FC(C1=CC(=NN1C)C1=NC(=NO1)C1(CC1)C=1C=C(C=CC1C)CO)F (3-(1-(5-(5-(difluoromethyl)-1-methyl-1H-pyrazol-3-yl)-1,2,4-oxadiazol-3-yl)cyclopropyl)-4-methylphenyl)methanol